1-Chloromethyl-3-Isopropylidene-2,2-Dimethylcyclobutane ClCC1C(C(C1)=C(C)C)(C)C